1-chloro-9,10-bis(4-methylbenzyloxy)anthracene ClC1=CC=CC2=C(C3=CC=CC=C3C(=C12)OCC1=CC=C(C=C1)C)OCC1=CC=C(C=C1)C